BrC=1C(N(CCC1)C)=O 3-bromo-1-methyl-5,6-dihydropyridin-2(1H)-one